4-(3-chloro-2-fluorobenzyl)-N-hydroxy-3-oxo-3,4-dihydro-2H-benzo[b][1,4]oxazine-6-carboxamide ClC=1C(=C(CN2C3=C(OCC2=O)C=CC(=C3)C(=O)NO)C=CC1)F